COC(C1=C(C=CC(=C1)F)NCCCN1C=NC=C1)=O 2-((3-(1H-imidazol-1-yl)propyl)amino)-5-fluorobenzoic acid methyl ester